N1C=C(C=C1)C1=NN=C(O1)CN(C(CC1=C(C=C(C=C1)C(F)(F)F)C(F)(F)F)=O)C1=CC=C(C=C1)F N-((5-(1H-pyrrol-3-yl)-1,3,4-oxadiazol-2-yl)methyl)-2-(2,4-bis(trifluoromethyl)phenyl)-N-(4-fluorophenyl)acetamide